N1=C(C=CC=C1)C=1C=NC=C(C1)[C@H](C)NC=1C=C(C(=O)N[C@@H]2[C@H](CCCC2)O)C=CC1C 3-{[(1S)-1-([2,3'-bipyridyl]-5'-yl)ethyl]amino}-N-[(1S,2S)-2-hydroxycyclohexyl]-4-methylbenzamide